tert-butyl 4-[4-(2,6-dioxopiperidin-3-yl)-3-fluorophenyl]piperidine-1-carboxylate O=C1NC(CCC1C1=C(C=C(C=C1)C1CCN(CC1)C(=O)OC(C)(C)C)F)=O